(1-(2-(pyridin-3-yl)-6-(p-tolyl)pyrimidin-4-yl)piperidin-4-yl)methanol N1=CC(=CC=C1)C1=NC(=CC(=N1)N1CCC(CC1)CO)C1=CC=C(C=C1)C